6-[1-(2-amino-1-phenylethyl)-3-methyl-1H-pyrazol-4-yl]-5-(p-chlorophenyl)-4-pyrimidinylamine NCC(C1=CC=CC=C1)N1N=C(C(=C1)C1=C(C(=NC=N1)N)C1=CC=C(C=C1)Cl)C